(S)-N-(1-(1-(5-((dimethyl(oxo)-λ6-sulfaneylidene)amino)pyridin-2-yl)-1H-1,2,4-triazol-5-yl)ethyl)-2-fluoro-5-(trifluoromethoxy)benzamide CS(=O)(C)=NC=1C=CC(=NC1)N1N=CN=C1[C@H](C)NC(C1=C(C=CC(=C1)OC(F)(F)F)F)=O